benzyl O7-methyl 3-oxo-2,4-dihydrothieno[3,4-b]pyridine-1,7-dicarboxylate O=C1CC=2C(N(C1)C(=O)OCC1=CC=CC=C1)=C(SC2)C(=O)OC